rel-(3R)-5-[6-fluoro-5-[[4-methyl-6-(methylamino)pyrimidin-2-yl]amino]-2,3-dihydrobenzofuran-7-yl]-2,3,4,7-tetrahydro-1H-azepin-3-ol FC1=C(C2=C(CCO2)C=C1NC1=NC(=CC(=N1)C)NC)C=1C[C@H](CNCC1)O |o1:22|